Cl.Cl.CN[C@H]1CN(CC[C@H]1C)CC1=CC=CC=C1 (3R,4R)-N,4-dimethyl-1-benzyl-3-piperidinamine dihydrochloride